C(=C)[C@H]1CC[C@H](N1)C(=O)OC methyl (2S,5R)-5-vinylpyrrolidine-2-carboxylate